butane-1,2,4-tricarboxylic acid tetrasodium [Na].[Na].[Na].[Na].C(C(CCC(=O)O)C(=O)O)C(=O)O